(2S,6R)-11-methoxy-6-methyl-4,7,10-triazatricyclo[7.4.0.02,7]trideca-1(9),10,12-triene COC1=NC=2CN3[C@@H](CNC[C@@H]3C2C=C1)C